N1CNC2=C1C=CC=C2 2,3-dihydrobenzimidazole